NC=1NC(C=2N=CN(C2N1)[C@H]1C[C@@H](CO1)O)=O.[Mg] magnesium (2R,3S,5R)-5-(2-amino-1,9-dihydro-6H-purin-6-one-9-yl)-3-hydroxytetrahydrofuran